9-[2-(phosphonomethoxy)ethyl]guanine tert-butyl-((2S,3R)-3-((3-hydroxybenzyl)oxy)-1-(methylamino)-1-oxobutan-2-yl)carbamate C(C)(C)(C)N(C(O)=O)[C@H](C(=O)NC)[C@@H](C)OCC1=CC(=CC=C1)O.P(=O)(O)(O)COCCN1C=2N=C(NC(C2N=C1)=O)N